benzamide potassium salt [K+].C(C1=CC=CC=C1)(=O)[NH-]